C(C1=CC=CC=C1)N(C(C)=O)\C(=C/C=C)\C1=CC(=CC=C1)Cl (Z)-N-BenZyl-N-(1-(3-chlorophenyl)buta-1,3-dien-1-yl)acetamide